1,4-bis(t-butoxycarbonyl)piperazine tert-butyl-(R)-5-methoxy-4-((2-(4-(methoxycarbonyl)phenyl)-4-(2,2,2-trifluoroethyl)piperazin-1-yl)methyl)-7-methyl-1H-indole-1-carboxylate C(C)(C)(C)OC(=O)N1C=CC2=C(C(=CC(=C12)C)OC)CN1[C@@H](CN(CC1)CC(F)(F)F)C1=CC=C(C=C1)C(=O)OC.C(C)(C)(C)OC(=O)N1CCN(CC1)C(=O)OC(C)(C)C